8-(5-((6R,8R)-8-methyl-7-(2,2,2-trifluoroethyl)-6,7,8,9-tetrahydro-3H-pyrazolo[4,3-f]isoquinolin-6-yl)pyridin-2-yl)-1-oxa-8-azaspiro[4.5]decane-3-carbaldehyde C[C@H]1N([C@H](C2=CC=C3C(=C2C1)C=NN3)C=3C=CC(=NC3)N3CCC1(CC(CO1)C=O)CC3)CC(F)(F)F